FC1=CC(=CC2=C1O[C@H](CN2S(=O)(=O)C2=CC(=CC=C2)C(F)(F)F)CCC(=O)O)C2=NC(=CC=C2)C(F)(F)F (S)-3-(8-fluoro-4-((3-(trifluoromethyl)phenyl)sulfonyl)-6-(6-(trifluoromethyl)pyridin-2-yl)-3,4-dihydro-2H-benzo[b][1,4]oxazin-2-yl)propanoic acid